2-(2-bromophenyl)-3,4,5,6-tetrahydropyridine BrC1=C(C=CC=C1)C1=NCCCC1